ClC1=C(C=C2C(=NC=NC2=C1)N1CC(N(CC1)C(C=C)=O)CO)C1=CC=C(C=C1)Cl 1-(4-(7-chloro-6-(4-chlorophenyl)quinazolin-4-yl)-2-(hydroxymethyl)piperazin-1-yl)prop-2-en-1-one